ClC=1C=C(C(=NC1)OC(F)F)C1=NN=C(N1C)C1=C(C(=CC=C1)F)F 5-chloro-2-(difluoromethoxy)-3-(5-(2,3-difluorophenyl)-4-methyl-4H-1,2,4-triazol-3-yl)pyridine